1-(3-(2-methoxyethyl)-4-oxo-2-(piperidin-1-ylmethyl)-3,4-dihydroquinazolin-6-yl)-3-(3-(2,2,2-trifluoroacetyl)phenyl)urea COCCN1C(=NC2=CC=C(C=C2C1=O)NC(=O)NC1=CC(=CC=C1)C(C(F)(F)F)=O)CN1CCCCC1